Cl.N1CCNCC1 piperazine-HCl